C=1N=CN2C1CN(CC2)C(CNC2=C(C#N)C(=CC(=N2)C(F)(F)F)C(F)(F)F)=O 2-((2-(5,6-dihydroimidazo[1,5-a]pyrazin-7(8H)-yl)-2-oxoethyl)amino)-4,6-bis(trifluoromethyl)nicotinonitrile